4-(1-(2-(dimethylamino)ethyl)-5-(2,6-dimethylphenoxy)-2H-indazol-6-yl)-N-ethyl-6-methyl-7-oxo-6,7-dihydro-1H-pyrrolo[2,3-c]pyridine-2-carboxamide CN(CCN1NCC2=CC(=C(C=C12)C=1C2=C(C(N(C1)C)=O)NC(=C2)C(=O)NCC)OC2=C(C=CC=C2C)C)C